(S)-3-fluoro-5-(1-(3-((5-fluoro-2-(2-methyl-2H-1,2,3-triazol-4-yl)pyridin-4-yl)oxy)azetidine-1-carbonyl)-4,5-dihydro-1H-pyrazol-5-yl)benzonitrile FC=1C=C(C#N)C=C(C1)[C@@H]1CC=NN1C(=O)N1CC(C1)OC1=CC(=NC=C1F)C1=NN(N=C1)C